N1N=NC(=C1)C(N)=S triazolethioamide